OC=C1C(CC(CC1=O)C1=CC=CC=C1)=O 2-(hydroxymethylene)-5-phenylcyclohexane-1,3-dione